NC1CN(CC1)C1=C(C=CC(=N1)N1CC=2C(=NC=CC2C1=O)C1=C(C=CC=C1OC)F)OC 2-(6-(3-Aminopyrrolidin-1-yl)-5-methoxypyridin-2-yl)-4-(2-fluoro-6-methoxyphenyl)-2,3-dihydro-1H-pyrrolo[3,4-c]pyridin-1-one